O[C@@H]1C[C@@H](CC[C@H]1C)NC1=NC(=NC=C1C(=O)N)NC1CCOCC1 4-((1R,3R,4R)-3-hydroxy-4-methylcyclohexylamino)-2-(tetrahydro-2H-pyran-4-ylamino)pyrimidine-5-carboxamide